8-chloro-N-methyl-1-[trans-4-(pyridin-2-yloxy)cyclohexyl]-5,6-dihydro-4H-[1,2,4]triazolo[4,3-a]benzazepine-5-amine ClC=1C=CC2=C(CC(CC=3N2C(=NN3)[C@@H]3CC[C@H](CC3)OC3=NC=CC=C3)NC)C1